5-(4-((1-{(1-(3-aminopropyl)-3-(5-chloro-6-methyl-1H-indazol-4-yl)-1H-indol-5-yl)methyl}piperidin-4-yl)methyl)piperazin-1-yl)-2-(2,6-dioxopiperidin-3-yl)isoindoline NCCCN1C=C(C2=CC(=CC=C12)CN1CCC(CC1)CN1CCN(CC1)C=1C=C2CN(CC2=CC1)C1C(NC(CC1)=O)=O)C1=C2C=NNC2=CC(=C1Cl)C